methyl ((S)-2-((tert-butoxycarbonyl)(methyl)amino)-2-(3-iodo-4-methoxyphenyl)acetyl)-L-alaninate C(C)(C)(C)OC(=O)N([C@H](C(=O)N[C@@H](C)C(=O)OC)C1=CC(=C(C=C1)OC)I)C